1-[(3S)-3-[4-[4-Chloro-3-(cyclopropylmethoxy)anilino]pyrido[3,2-d]pyrimidin-6-yl]oxypyrrolidin-1-yl]prop-2-en-1-one ClC1=C(C=C(NC=2C3=C(N=CN2)C=CC(=N3)O[C@@H]3CN(CC3)C(C=C)=O)C=C1)OCC1CC1